4-methyl-5-oxofuran CC1=CCOC1=O